COC1=CC=C(C=C1)C(C#N)NC1=CC=C(C=C1)C(F)(F)F 2-(4-methoxyphenyl)-2-(4-trifluoromethylanilino)acetonitrile